C(CCCCCCCCCCCCC)(=O)OCCCCCCCC\C=C/C[C@H](O)CCCCCC ricinoleyl myristate